ClC1=C(C=CC(=C1)F)C1(CC1)C1=NOC(=N1)C1=NN(C(=C1)C(F)F)[C@H](C(=O)OC(C)(C)C)C tert-butyl (S)-2-(3-(3-(1-(2-chloro-4-fluorophenyl)cyclopropyl)-1,2,4-oxadiazol-5-yl)-5-(difluoromethyl)-1H-pyrazol-1-yl)propanoate